(R)-N7-(3-Cyano-4-fluorophenyl)-N1-(1,1,1-trifluoropropan-2-yl)-5,6-dihydroimidazo[1,5-a]pyrazine-1,7(8H)-dicarboxamide C(#N)C=1C=C(C=CC1F)NC(=O)N1CC=2N(CC1)C=NC2C(=O)N[C@@H](C(F)(F)F)C